BrC/C=C/C(=O)N1CCC(CC1)NC(OCC1=CC=CC=C1)=O benzyl (E)-(1-(4-bromobut-2-enoyl)piperidin-4-yl)carbamate